ClC=1C=C(C=CC1)C1=NOC=C1 3-(3-chlorophenyl)-1,2-oxazol